CC1=NC=CN=C1 METHYLPYRAZIN